C(C)(C)(C)OC(N[C@@H]1[C@H](CN(CC1)C1=NC=C(C=C1)C=1C=2N(C=C(C1)OCC)N=C1C2C=NN1)O)=O ((3S,4S)-1-(5-(6-ethoxy-1H-pyrazolo[3',4':3,4]pyrazolo[1,5-a]pyridin-4-yl)pyridine-2-yl)-3-hydroxypiperidin-4-yl)carbamic acid tert-butyl ester